FC=1C=C(C=CC1F)C1CCC(CC1)N1CC2(CS(C2)(=O)=O)CC1 6-((1r,4r)-4-(3,4-difluorophenyl)cyclohexyl)-2-thia-6-azaspiro[3.4]octane 2,2-dioxide